C(C)(=O)OC=1C(=NC=CC1OC)C(N[C@@H](C)C1=NOC(=N1)C1=CC=C(C=C1)C(F)(F)F)=O (S)-4-methoxy-2-((1-(5-(4-(trifluoromethyl)phenyl)-1,2,4-oxadiazol-3-yl)ethyl)carbamoyl)pyridin-3-yl acetate